BrC=1C=C(C=C(C1)F)C1=CC(=CC=C1)OC(F)(F)F 3-bromo-5-fluoro-3'-(trifluoromethoxy)biphenyl